BrC1=C(C=CC(=C1N1C2=C(C(=C(C(=C2C=2C(=C(C(=C(C12)[2H])[2H])[2H])[2H])[2H])[2H])[2H])[2H])I)N1C2=C(C(=C(C(=C2C=2C(=C(C(=C(C12)[2H])[2H])[2H])[2H])[2H])[2H])[2H])[2H] 9,9'-(2-bromo-4-iodo-1,3-phenylene)bis(9H-carbazole-1,2,3,4,5,6,7,8-d8)